C1(CC1)N1N=CC(=C1)C1=CC=2N(C=C1)C(=CN2)C2=CC(=C(C(=O)NN)C(=C2)OC)OC 4-(7-(1-cyclopropyl-1H-pyrazol-4-yl)imidazo[1,2-a]pyridin-3-yl)-2,6-dimethoxybenzohydrazide